[2-(aminomethyl)-3,3-difluoro-allyl]-4-[4-[6-(dimethylamino)-3-pyridinyl]-2-pyridinyl]-1,2,4-triazol-3-one trifluoroacetate salt FC(C(=O)O)(F)F.NCC(CC=1N(C(NN1)=O)C1=NC=CC(=C1)C=1C=NC(=CC1)N(C)C)=C(F)F